O-benzoyl-N-benzyl-N-(thiophen-2-ylmethyl)hydroxylamine C(C1=CC=CC=C1)(=O)ON(CC=1SC=CC1)CC1=CC=CC=C1